tert-butyl ((2r,5r)-2-(2-((((9H-fluoren-9-yl)methoxy)carbonyl)amino)ethyl)-1,3-dioxan-5-yl)carbamate C1=CC=CC=2C3=CC=CC=C3C(C12)COC(=O)NCCC1OCC(CO1)NC(OC(C)(C)C)=O